C1(=CC=C(C=C1)C(=O)Cl)C=CC1=CC=C(C=C1)C(=O)Cl 4,4'-stilbenedicarboxylic acid dichloride